2-[[3-(4-acetoxybutoxy)-4-formylphenyl] (methyl)amino]ethyl acetate C(C)(=O)OCCN(C)C1=CC(=C(C=C1)C=O)OCCCCOC(C)=O